neopentylbenzamide CC(C)(C)CC1=CC=CC=C1C(=O)N